C(C)(C)(C)OC(=O)NCC1=NC=CC(=C1)B(O)O (2-(((tert-butoxycarbonyl)amino)methyl)pyridin-4-yl)boronic acid